p-isopropyl-aniline C(C)(C)C1=CC=C(N)C=C1